ClC1=NC=C(C(=O)NC2CC2)C(=C1)NC(C)C 6-chloro-N-cyclopropyl-4-(isopropylamino)nicotinamide